C(C)C1=C(N=C(O1)N1CC(C1)(OC)CC)C(=O)OCC ethyl 5-ethyl-2-(3-ethyl-3-methoxyazetidin-1-yl)oxazole-4-carboxylate